C1(CC1)C(C=1N=C2N(N1)[C@@H](C[C@@H]2F)C2=CC=CC=C2)(F)F |r| rac-(5s,7s)-2-[cyclopropyl-(difluoro)methyl]-7-fluoro-5-phenyl-6,7-dihydro-5H-pyrrolo[1,2-b][1,2,4]triazole